ClC=1C=C(C(=C(C1)C1(COCC1)O)N1CC2(C1)CCOCC2)C 3-(5-chloro-3-methyl-2-(7-oxa-2-azaspiro[3.5]non-2-yl)phenyl)tetrahydrofuran-3-ol